C(C)C(CCC(C(=O)O)CCC(C)(OC)CC)(C)OC.C(C)(=O)O acetic acid 3-ethyl-3-methoxybutyl-(3-ethyl-3-methoxybutyl-acetate)